Cl[Ru-2](=CC1=C(C=CC=C1)OC(C)C)Cl dichloro(2-isopropoxyphenylmethylene)ruthenium(II)